C(C)N1CCC(CC1)C=1N=NC2=CC(=CC(=C2C1)F)C=1C=C(C=2N(N1)C=C(N2)C)C(C)C 3-(1-Ethylpiperidin-4-yl)-5-fluoro-7-[2-methyl-8-(propan-2-yl)imidazo[1,2-b]pyridazin-6-yl]cinnoline